6-(piperidine-1-carbonyl)imidazo[1,2-a]pyridine-2-carboxamide N1(CCCCC1)C(=O)C=1C=CC=2N(C1)C=C(N2)C(=O)N